1-[2-[6-(2-ethyl-5-fluoro-4-hydroxy-phenyl)-4-fluoro-1H-indazol-3-yl]-3,4,6,7-tetrahydroimidazo[4,5-c]pyridin-5-yl]-2-morpholino-ethanone C(C)C1=C(C=C(C(=C1)O)F)C1=CC(=C2C(=NNC2=C1)C1=NC2=C(CN(CC2)C(CN2CCOCC2)=O)N1)F